4-Fluoro-N-{phenyl-[4-(prop-2-yl)-3-(trifluoromethyl)phenyl]methyl}-1-[2-(1H-1,2,3-triazol-5-yl)acetyl]pyrrolidine-2-carboxamide FC1CC(N(C1)C(CC1=CN=NN1)=O)C(=O)NC(C1=CC(=C(C=C1)C(C)C)C(F)(F)F)C1=CC=CC=C1